BrC1=NN(C(=C1)CN)C1OCCCC1 (3-bromo-1-(tetrahydro-2H-pyran-2-yl)-1H-pyrazol-5-yl)methanamine